FC1=CC=C(C=C1)C(C)(C)N1C[C@@H](N(C[C@H]1C)C=1C=2C(N(C(C1)=O)C)=CN(N2)CC#N)C (7-((2S,5R)-4-(2-(4-fluorophenyl)propan-2-yl)-2,5-dimethylpiperazin-1-yl)-4-methyl-5-oxo-4,5-dihydro-2H-pyrazolo[4,3-b]pyridin-2-yl)acetonitrile